7-oxabicyclo[2.2.1]hepta-2,5-diene-1,2,4-tricarboxylic acid trimethyl ester COC(=O)C12C(=CC(C=C1)(O2)C(=O)OC)C(=O)OC